C1=CC=CC=2C3=CC=CC=C3N(C12)C=1C=C(C=C(C1)N1C2=CC=CC=C2C=2C=CC=CC12)CC1=CC=C(C=C1)C (3,5-Bis-carbazol-9-yl-phenyl)-p-tolyl-methane